[As](O)([O-])([O-])=O mono-hydrogen arsenate